N-((7-chloroquinoxalin-6-yl)methyl)-5-fluoro-4-(piperazin-1-yl)pyridin-3-amine ClC1=C(C=C2N=CC=NC2=C1)CNC=1C=NC=C(C1N1CCNCC1)F